1,4-Bishydroxymethylcyclohexan OCC1CCC(CC1)CO